NC(C)C1=CC=C(C=C1)NC(=O)C1=CC2=C(OCCC3=C2SC=C3)C=C1C=1C(=NC(=CC1)C(NCCC)=O)C(=O)O 3-(9-((4-(1-aminoethyl)phenyl)carbamoyl)-4,5-dihydrobenzo[b]thieno[2,3-d]oxepin-8-yl)-6-(propylcarbamoyl)picolinic acid